ClCC1=NC=C(C=C1)N1N=C(C=C1C)C(F)(F)F 2-(Chloromethyl)-5-(5-methyl-3-(trifluoromethyl)-1H-pyrazol-1-yl)pyridine